acryloxydecyl-methyl-dimethoxysilane C(C=C)(=O)OCCCCCCCCCC[Si](OC)(OC)C